FC(OC1=C(C=C(C=N1)C(=O)NCC=1C=NC=CC1OC)F)F 6-(difluoromethoxy)-5-fluoro-N-[(4-methoxypyridin-3-yl)methyl]pyridine-3-carboxamide